C(C1=CC=CC=C1)OC1=CC=CC(=N1)[C@]1(OC2=C([C@@H]1C)C(=C(C(=C2)F)Cl)C2=C(C(=O)N)C=CC(=C2F)OC)CNC 2-((2r,3s,4r)-2-(6-(benzyloxy)pyridin-2-yl)-5-chloro-6-fluoro-3-methyl-2-((methylamino)methyl)-2,3-dihydrobenzofuran-4-yl)-3-fluoro-4-methoxybenzamide